NC\C=C(\CN1C=NC2=C1C=C(C=C2C2=CC(=CC=C2)S(=O)(=O)CC)C(=O)OC)/F methyl (Z)-1-(4-amino-2-fluorobut-2-en-1-yl)-4-(3-(ethylsulfonyl)phenyl)-1H-benzo[d]imidazol-6-carboxylate